(3S,4S)-1-cyclopropylmethyl-4-{[3-(2,4-difluoro-phenyl)-isoxazole-5-carbonyl]-amino}-piperidine-3-carboxylic acid (1-pyrimidin-2-yl-cyclopropyl)-amide N1=C(N=CC=C1)C1(CC1)NC(=O)[C@H]1CN(CC[C@@H]1NC(=O)C1=CC(=NO1)C1=C(C=C(C=C1)F)F)CC1CC1